NC1=NN=C(S1)C1C(N(CC1)C)=O 3-(5-amino-1,3,4-thiadiazol-2-yl)-1-methylpyrrolidin-2-one